Ethyl 2-(2,6-diethyl-4-((5-oxo-4-(4-(trifluoromethoxy)phenyl)-4,5-dihydro-1H-1,2,4-triazol-1-yl)meth-yl)phenoxy)-2-methylpropionate C(C)C1=C(OC(C(=O)OCC)(C)C)C(=CC(=C1)CN1N=CN(C1=O)C1=CC=C(C=C1)OC(F)(F)F)CC